5-methyl-2-(((tetrahydro-2H-pyran-4-yl)thio)methyl)quinazolin-4(3H)-one CC1=C2C(NC(=NC2=CC=C1)CSC1CCOCC1)=O